5-(4-(3-(4-(4-amino-3-(4-phenoxyphenyl)-1H-pyrazolo[3,4-d]pyrimidin-1-yl)piperidine-1-carbonyl)cyclobutyl)piperazin-1-yl)-2-(2,6-dioxopiperidin-3-yl)isoindoline-1,3-dione NC1=C2C(=NC=N1)N(N=C2C2=CC=C(C=C2)OC2=CC=CC=C2)C2CCN(CC2)C(=O)C2CC(C2)N2CCN(CC2)C=2C=C1C(N(C(C1=CC2)=O)C2C(NC(CC2)=O)=O)=O